4-(4-((1-(7-amino-2-(furan-2-yl)-[1,2,4]triazolo[1,5-a][1,3,5]triazin-5-yl)piperidin-3-yl)methyl)piperazin-1-yl)-N-methylpicolinamide NC1=NC(=NC=2N1N=C(N2)C=2OC=CC2)N2CC(CCC2)CN2CCN(CC2)C2=CC(=NC=C2)C(=O)NC